3-(tert-butyl-dimethylsiloxy)-1-chloropropane O([Si](C)(C)C(C)(C)C)CCCCl